tert-butyl N-[6-[[[(1-methyltetrazol-5-yl)-phenylmethylene]amino]oxymethyl]-2-pyridyl]-carbamate CN1N=NN=C1C(C1=CC=CC=C1)=NOCC1=CC=CC(=N1)NC(OC(C)(C)C)=O